CC1=NC(=CC(=N1)OC1CCN(CC1)C1=CC(N(C=2C=CC(=NC12)C#N)C)=O)C 8-(4-((2,6-Dimethylpyrimidin-4-yl)oxy)piperidin-1-yl)-5-methyl-6-oxo-5,6-dihydro-1,5-naphthyridin-2-carbonitril